2-bromo-3,6-difluoropyridine BrC1=NC(=CC=C1F)F